(S)-1-(1-(1H-imidazol-5-yl)ethyl)-4-(isopropyl(methyl)amino)-7-(trifluoromethyl)quinazolin-2(1H)-one N1C=NC=C1[C@H](C)N1C(N=C(C2=CC=C(C=C12)C(F)(F)F)N(C)C(C)C)=O